4-(3-((6-Chloroquinolin-4-yl)amino)-5-methoxyphenyl)-1-methylpyridin-2(1H)-one ClC=1C=C2C(=CC=NC2=CC1)NC=1C=C(C=C(C1)OC)C1=CC(N(C=C1)C)=O